(R)-2-(4-chloro-5-fluoro-2-propionylphenoxy)-3-fluoropropylacetate ClC1=CC(=C(O[C@H](CCC(=O)[O-])CF)C=C1F)C(CC)=O